2-((Tert-butyl-(isopropyl)amino)methyl)-4-nitrophenol C(C)(C)(C)N(C(C)C)CC1=C(C=CC(=C1)[N+](=O)[O-])O